bromo-8''-methyl-2''H-dispiro[cyclopropane-1,1'-cycloheptane-4',3''-imidazo[1,5-a]pyridine]-1'',5''-dione BrN1C2(N3C(=C(C=CC3=O)C)C1=O)CCC1(CCC2)CC1